COC=1C=C2C(C=C(OC2=CC1)C1=CC(=C(C=C1)OC1=CC=CC=C1)OC)=O 6-methoxy-2-(3-methoxy-4-phenoxyphenyl)-4H-chromen-4-one